methyl (R)-4-(1-(2-cyclobutyl-2-((3-(difluoromethoxy)benzyl)oxy) acetamido)cyclopropyl)benzoate C1(CCC1)[C@H](C(=O)NC1(CC1)C1=CC=C(C(=O)OC)C=C1)OCC1=CC(=CC=C1)OC(F)F